[Li+].O1C(=CC2=C1C=CC=C2)S(=O)[O-] benzofuran-2-sulfinate lithium salt